ClC=1C=C(C=CC1C(F)(F)F)N1C=NN(C1=O)CC1=CC(=C(OC(C(=O)OCC)(C)C)C(=C1)C)C Ethyl 2-(4-((4-(3-chloro-4-(trifluoro-methyl)phenyl)-5-oxo-4,5-dihydro-1H-1,2,4-triazol-1-yl)methyl)-2,6-dimethylphenoxy)-2-methylpropionate